8-(3,5-Dichlorophenyl)-N-[(4S)-3,4-dihydro-2H-chromen-4-yl]-7-oxo-7,8-dihydro-1,8-naphthyridine-3-carboxamide ClC=1C=C(C=C(C1)Cl)N1C(C=CC=2C=C(C=NC12)C(=O)N[C@H]1CCOC2=CC=CC=C12)=O